ClC1=CC(=C(C=C1)/C(=C(/C=1C=C2C=NN(C2=CC1)C1OCCCC1)\C1=CC=C(OCCCOCC(=O)O)C=C1)/CC)F (E)-2-(3-(4-(2-(4-chloro-2-fluorophenyl)-1-(1-(tetrahydro-2H-pyran-2-yl)-1H-indazol-5-yl)but-1-enyl)phenoxy)propoxy)acetic acid